monomethane-sulfonic acid monohydrate O.CS(=O)(=O)O